(5S)-5-[[(5-bromo-3-methoxy-pyrazin-2-yl)methylamino]methyl]pyrrolidin-2-one BrC=1N=C(C(=NC1)CNC[C@@H]1CCC(N1)=O)OC